(R)-6-chloro-3-(1H-imidazol-1-yl)-5-methoxy-1-methyl-2-(3-(2,2,2-trifluoro-1-methoxy-ethyl)-1H-1,2,4-triazol-5-yl)-1H-pyrrolo[3,2-b]pyridine ClC=1C=C2C(=NC1OC)C(=C(N2C)C2=NC(=NN2)[C@H](C(F)(F)F)OC)N2C=NC=C2